di-tert-butyl-hydroxyanisole C(C)(C)(C)C1=C(C(=C(C=C1)OC)O)C(C)(C)C